2-(2-Chlorophenyl)-N-[4-(4-cyano-5-methyl-1H-pyrazol-1-yl)-3-sulfamoylphenyl]acetamide ClC1=C(C=CC=C1)CC(=O)NC1=CC(=C(C=C1)N1N=CC(=C1C)C#N)S(N)(=O)=O